{(1R)-7-Oxo-1-[(quinolin-3-ylamino)carbonyl]octyl}thiophene O=C(CCCCC[C@H](C(=O)NC=1C=NC2=CC=CC=C2C1)C=1SC=CC1)C